tri-hexyl trimellitate C(C=1C(C(=O)OCCCCCC)=CC(C(=O)OCCCCCC)=CC1)(=O)OCCCCCC